C=1(C=2C=3C=CC=C(C3C=3C(C2C=CC1)=C(C=CC3)N)N)N benzophenanthrene-1,5,9-triamine